The molecule is a dihydroxyflavanone that is flavanone substituted by hydroxy groups at positions 5 and 7, 6-carboxy-1-phenylhex-2-en-1-yl group at positions 6 and a 6-carboxy-1-phenylhex-1-en-3-yl group at position 8. It has been isolated as a racemate from the bark of Cryptocarya chartacea and exhibits inhibitory activity against dengue virus NS5 polymerase. It has a role as an antiviral agent and a plant metabolite. It is a dicarboxylic acid and a dihydroxyflavanone. C1C(OC2=C(C(=C(C(=C2C1=O)O)C(/C=C/CCCC(=O)O)C3=CC=CC=C3)O)C(CCCC(=O)O)/C=C/C4=CC=CC=C4)C5=CC=CC=C5